3-[[tert-butyl(dimethyl)silyl]oxymethyl]-4-oxa-6,11-diazatricyclo[6.2.1.02,6]undecan-5-one [Si](C)(C)(C(C)(C)C)OCC1C2C3CCC(CN2C(O1)=O)N3